N-(4-(2-chloro-3-methoxy-6-methylphenyl)-[1,2,4]triazolo[1,5-a][1,6]naphthyridin-8-yl)cyclopropanecarboxamide ClC1=C(C(=CC=C1OC)C)C=1C=2N(C3=CC(=NC=C3C1)NC(=O)C1CC1)N=CN2